pentanamine trifluoroacetate FC(C(=O)O)(F)F.C(CCCC)N